C(C)(C)(C)OC=1C=CC(=C(C1)NC(OCC=1C=C2C(N(CC2=CC1)C1C(NC(CC1)=O)=O)=O)=O)F (2-(2,6-dioxopiperidin-3-yl)-3-oxoisoindolin-5-yl)methyl (5-(tert-butoxy)-2-fluorophenyl)carbamate